carboxy-7-((2',3',4'-trifluoro-[1,1'-biphenyl]-2-yl)oxy)-1,2,3,4-tetrahydronaphthalene-2-aminium chloride [Cl-].C(=O)(O)C1C(CCC2=CC=C(C=C12)OC1=C(C=CC=C1)C1=C(C(=C(C=C1)F)F)F)[NH3+]